C(#N)[C@@H](C[C@@H]1C(NCCC1)=O)NC(=O)[C@@H]1N(C2CCC1CC2)C([C@@H](NC2=C(C=CC(=C2)F)F)C)=O (R)-N-((R)-1-cyano-2-((R)-2-oxopiperidin-3-yl)ethyl)-2-((2,5-difluorophenyl)-L-alanyl)-2-azabicyclo[2.2.2]octane-3-carboxamide